2-(4-chloro-3-fluorophenoxy)-N-{(3R)-4-[5-(4-chloro-3-fluorophenoxy)-1,3,4-oxadiazol-2-yl]-3-hydroxybicyclo[2.2.2]octan-1-yl}acetamide ClC1=C(C=C(OCC(=O)NC23C[C@H](C(CC2)(CC3)C=3OC(=NN3)OC3=CC(=C(C=C3)Cl)F)O)C=C1)F